C1=CC=2C=CC3=C4C(=CC=C1C24)C=C3 cyclopenta[fg]acenaphthylene